2-[[7-fluoro-2-[[2-[(5S)-2-oxo-3-(3-oxo-4H-pyrazino[2,3-b][1,4]oxazin-6-yl)-1,3-oxazolidin-5-yl]ethylamino]methyl]-2,3-dihydro-1H-inden-5-yl]oxy]acetamide FC=1C=C(C=C2CC(CC12)CNCC[C@H]1CN(C(O1)=O)C1=NC2=C(OCC(N2)=O)N=C1)OCC(=O)N